8-chloro-5-(2-hydroxy-1-(2-(3-(5-methyl-6-oxo-1,6-dihydropyridazin-4-yl)propyl)-2-azaspiro[3.3]heptan-6-yl)ethyl)-2-methylphthalazin-1(2H)-one ClC=1C=CC(=C2C=NN(C(C12)=O)C)C(CO)C1CC2(CN(C2)CCCC=2C=NNC(C2C)=O)C1